tert-butyl (5-fluoro-7-methoxy-6-(4,4,5,5-tetramethyl-1,3,2-dioxaborolan-2-yl)-2,3-dihydro-1H-inden-1-yl)carbamate FC=1C=C2CCC(C2=C(C1B1OC(C(O1)(C)C)(C)C)OC)NC(OC(C)(C)C)=O